3-(2-{(S)-[(3-ethylisoxazole-4-carbonyl)amino](4-methylcyclohexyl)methyl}-4-fluoro-1H-benzoimidazol-5-yl)morpholine-4-carboxylic acid tert-butyl ester C(C)(C)(C)OC(=O)N1C(COCC1)C1=C(C2=C(NC(=N2)[C@H](C2CCC(CC2)C)NC(=O)C=2C(=NOC2)CC)C=C1)F